C(CCCCCCCCCCCCCCCCCCCCC)(=O)OCC(COC(CCCCCCCCCCCCCCCCCCCCC)=O)(COC(CCCCCCCCCCCCCCCCCCCCC)=O)CO pentaerythritol tribehenate